BrC1=C2N=C3CCCCC3=C(C2=CC=C1)N 5-bromo-1,2,3,4-tetrahydro-9-aminoacridine